O=C1N(CCN1)CCN1CCN(CC1)CCNCCN(CC#N)CC#N 2,2'-((2-((2-(4-(2-(2-oxoimidazolidin-1-yl)ethyl)piperazin-1-yl)ethyl)amino)ethyl)azanediyl)diacetonitrile